4-((2,3-dihydro-[1,4]dioxino[2,3-f]quinolin-10-yl)oxy)-2,3,5-trifluoroaniline O1CCOC=2C1=C1C(=CC=NC1=CC2)OC2=C(C(=C(N)C=C2F)F)F